2-amino-9-[(2R,4S,5R)-4-[(tert-butyldimethylsilyl)oxy]-5-(hydroxymethyl)oxolan-2-yl]-1H-purin-6-one NC=1NC(C=2N=CN(C2N1)[C@@H]1O[C@@H]([C@H](C1)O[Si](C)(C)C(C)(C)C)CO)=O